C(C)(=O)OC(COC(C)(C)C)C propylene glycol monotertiary butyl ether acetate